ClC1=C(C(=O)N2C[C@H]3CO[C@@H](CN3CC2)C=2C(NC=C(C2)Cl)=O)C=C(C=C1C=1C(=NNC1)F)F 3-[(3R,9aS)-8-[2-chloro-5-fluoro-3-(3-fluoro-1H-pyrazol-4-yl)benzoyl]-3,4,6,7,9,9a-hexahydro-1H-pyrazino[2,1-c][1,4]oxazin-3-yl]-5-chloro-1H-pyridin-2-one